4-(4-oxo-3,4-dihydro-phthalazin-1-yl)benzonitrile O=C1NN=C(C2=CC=CC=C12)C1=CC=C(C#N)C=C1